OC(C(=O)N1CC2=C(CCC1)N=C(NC2=O)C2(CC2)C2=CC=CC=C2)C2=CC(=CC=C2)OC2=CC=CC=C2 6-(2-hydroxy-2-(3-phenoxyphenyl)acetyl)-2-(1-phenylcyclopropyl)-3,5,6,7,8,9-hexahydro-4H-pyrimido[5,4-c]azepin-4-one